2-{3-[(3R,5S)-3,5-dimethylpiperazin-1-yl]-1,2,4-triazin-6-yl}-5-(5,7-dimethyl[1,2,4]triazolo[1,5-a]pyrimidin-2-yl)phenol C[C@@H]1CN(C[C@@H](N1)C)C=1N=NC(=CN1)C1=C(C=C(C=C1)C1=NN2C(N=C(C=C2C)C)=N1)O